C(C)(C)(C)OC(NC1C=2C=C(C=NC2C(CC1)OC1=CC=C(C=C1)C(F)(F)F)Cl)=O (3-chloro-8-(4-(trifluoromethyl)phenoxy)-5,6,7,8-tetrahydroquinolin-5-yl)carbamic acid tert-butyl ester